(7R,18E)-9-methyl-7-[(7-methyl-1H-indazol-5-yl)methyl]-6,13,16,26-tetraoxa-4,9,22,24-tetraazatetracyclo[18.6.2.21,4.023,27]triaconta-18,20(28),21,23(27)-tetraen-5,8,25-trione CN1C([C@H](OC(N2CCC3(OC(NC=4N=CC(/C=C/COCCOCCC1)=CC34)=O)CC2)=O)CC=2C=C3C=NNC3=C(C2)C)=O